3-(1-methyl-7-(4-(piperazin-1-ylmethyl)piperidin-1-yl)-1H-indazol-3-yl)piperidine-2,6-dione CN1N=C(C2=CC=CC(=C12)N1CCC(CC1)CN1CCNCC1)C1C(NC(CC1)=O)=O